C(C)N1C(N(C(C2=CC(=CC=C12)S(=O)(=O)N[C@@H]1[C@H](CC1)CO)=O)CC)=O 1,3-diethyl-N-((1S,2S)-2-(hydroxymethyl)cyclobutyl)-2,4-dioxo-1,2,3,4-tetrahydroquinazoline-6-sulfonamide